oxo-2,3-dihydro-1H-indene-5-carboxylate O=C1CCC2=CC(=CC=C12)C(=O)[O-]